CC1(C[C@@H](C[C@H]1OCCCCC1=NC=2NCCCC2C=C1)N([C@H](C(=O)O)C1=C2[C@@H](COCC2=CC=C1)C)C)C (S)-2-(((1S,4R)-3,3-dimethyl-4-(4-(5,6,7,8-tetrahydro-1,8-naphthyridin-2-yl)butoxy)cyclopentyl)(methyl)amino)-2-((S)-4-methylisochroman-5-yl)acetic acid